(R)-tert-Butyl (7-chloro-5-(4-(3-fluoropyrrolidin-1-ylsulfonyl)phenyl)benzofuran-2-yl)methylcarbamate ClC1=CC(=CC=2C=C(OC21)CNC(OC(C)(C)C)=O)C2=CC=C(C=C2)S(=O)(=O)N2C[C@@H](CC2)F